2-{[4-(4-fluorophenoxy)-6-hexylquinolin-2-yl](methyl)amino}acetic acid FC1=CC=C(OC2=CC(=NC3=CC=C(C=C23)CCCCCC)N(CC(=O)O)C)C=C1